4-((2-((tert-butyldiphenylsilyl)oxy)ethyl)amino)-7-chloro-8-fluoro-2-(methylthio)pyrido[4,3-d]pyrimidin-5-ol [Si](C1=CC=CC=C1)(C1=CC=CC=C1)(C(C)(C)C)OCCNC=1C2=C(N=C(N1)SC)C(=C(N=C2O)Cl)F